C1OCC12CN(CCC2)CC2=CC=C(C=C2)NC(=O)NCC2=CC=C(C=C2)Cl 1-(4-((2-oxa-6-azaspiro[3.5]nonan-6-yl)methyl)phenyl)-3-(4-chlorobenzyl)urea